COC1=CC=C(C(C2=CC=CC=C2)(C2=CC=CC=C2)NCCCC[C@H](N)C(=O)O)C=C1 N6-4-methoxytrityl-L-lysine